C(C)(=O)C1=NNC=C1 acetyl-pyrazole